N-[1-[4-[[[1-[1-(2,6-dioxo-3-piperidyl)-3-methyl-2-oxo-benzimidazol-4-yl]-4-piperidyl]-methyl-amino]methyl]cyclohexyl]-3-(trifluoromethyl)pyrazol-4-yl]pyrazolo[1,5-a]pyrimidine O=C1NC(CCC1N1C(N(C2=C1C=CC=C2N2CCC(CC2)N(C)CC2CCC(CC2)N2N=C(C(=C2)N2CC=C1N2C=CC=N1)C(F)(F)F)C)=O)=O